2-[4-[4-(aminomethyl)-1-oxo-2H-phthalazin-6-yl]-2-methyl-pyrazol-3-yl]-5-methyl-thieno[2,3-b]pyridine-3-carbonitrile hydrochloride Cl.NCC1=NNC(C2=CC=C(C=C12)C1=C(N(N=C1)C)C1=C(C=2C(=NC=C(C2)C)S1)C#N)=O